1-methyl-6-(3-(quinolin-6-ylmethyl)-[1,2,4]triazolo[4,3-b]pyridazin-6-yl)-3,4-dihydroquinolin-2(1H)-one CN1C(CCC2=CC(=CC=C12)C=1C=CC=2N(N1)C(=NN2)CC=2C=C1C=CC=NC1=CC2)=O